5-(5-fluoro-1,2-dihydroisoquinolin-3-yl)benzo[d]thiazole FC1=C2C=C(NCC2=CC=C1)C=1C=CC2=C(N=CS2)C1